ClC=1N=CC2=C(N(C3=CC(=CC=C23)CC(F)(F)F)CC2=CC=C(C=C2)C=2N(C=C(N2)C(F)(F)F)C(C)C)N1 2-chloro-9-(4-(1-isopropyl-4-(trifluoromethyl)-1H-imidazol-2-yl)benzyl)-7-(trifluoroethyl)-9H-pyrimido[4,5-b]indole